3-(((E)-2-hydroxy-6-(2-((5-((1S,3R)-3-((isopropylcarbamoyl)oxy)cyclopentyl)-1H-pyrazol-3-yl)amino)-2-oxoethoxy)-4-methoxybenzylidene)amino)propanoic acid OC1=C(\C=N\CCC(=O)O)C(=CC(=C1)OC)OCC(=O)NC1=NNC(=C1)[C@@H]1C[C@@H](CC1)OC(NC(C)C)=O